N[C@H](C(=O)NC=1C(=NN(C1)C(C)C1=C(N=NC=C1)OC)F)C1CCC(CC1)(F)F (2S)-2-amino-2-(4,4-difluorocyclohexyl)-N-[3-fluoro-1-[1-(3-methoxypyridazin-4-yl)ethyl]pyrazol-4-yl]acetamide